C1CCC12N(CCC2)CCNC(C2=CN=C(C(=C2)NC2=NN(C1=NC(=NC=C12)NC=1C=NN(C1)C)C)C)=O N-(2-(5-azaspiro[3.4]octan-5-yl)ethyl)-6-methyl-5-((1-methyl-6-((1-methyl-1H-pyrazol-4-yl)amino)-1H-pyrazolo[3,4-d]pyrimidin-3-yl)amino)nicotinamide